COC(C1=CC(=C(C(=C1)OC)OC)OCC[C@H](CCN1CCN(CCC1)CCCNC(=O)OC(C)(C)C)OCC1=CC=CC=C1)=O methyl-3-{[(3S)-3-(benzyloxy)-5-(4-{3-[(tert-butoxy-carbonyl)amino]propyl}-1,4-diazepan-1-yl)pentyl]oxy}-4,5-dimethoxybenzoate